methallylsulfonate potassium salt [K+].C(C(C)=C)S(=O)(=O)[O-]